[Cl-].C(C)[N+](C)(CC)CC triethyl-methyl-ammonium chloride salt